dispiro[fluorene-9,4'-cyclopenta[def]fluorene-8',9''-fluorene]-2,7-diol C1=CC=CC=2C3=CC=CC=C3C3(C12)C=1C=CC=C2C1C=1C(=CC=CC13)C21C2=CC(=CC=C2C=2C=CC(=CC21)O)O